(3S,7aR,11aR)-3-isopropyl-9-phenyl-2,3,6,7,7a,8,10,11-octahydrooxazolo[2,3-j][1,6]naphthyridin-5-one C(C)(C)[C@H]1CO[C@@]23CCN(C[C@H]3CCC(N21)=O)C2=CC=CC=C2